NC1=CC(=C(OC2=C(C(=NC=N2)N(C(=O)OC(C)(C)C)C(=O)OC(C)(C)C)F)C=C1)F 6-(4-amino-2-fluorophenoxy)-5-fluoro-di-tert-butoxycarbonyl-pyrimidin-4-amine